OC(=O)C(F)(F)F.NCC1(CCN(CC1)C(=O)O)F 4-(aminomethyl)-4-fluoro-piperidine-1-carboxylate TFA salt